C1[C@@H](C(=O)N1[C@H](C2=CC=C(C=C2)O)C(=O)[O-])NC(=O)/C(=N\\O)/C3=CC=C(C=C3)OCC[C@H](C(=O)[O-])[NH3+] The molecule is an alpha-amino-acid anion that is the conjugate base of nocardicin A, arising from deprotonation of the carboxy groups and protonation of the amino group. It is a conjugate base of a nocardicin A. It is a conjugate acid of a nocardicin A(2-).